CC=1C=C(CCNS(=O)(=O)C)C=C(C1)B1OC(C(O1)(C)C)(C)C N-(3-methyl-5-(4,4,5,5-tetramethyl-1,3,2-dioxaborolan-2-yl)phenethyl)methanesulfonamide